OP(O)OP(O)O.C(C)(C)(C)C1=C(C(=CC(=C1)C)C(C)(C)C)C(O)(C(CO)(CO)CO)C1=C(C=CC=C1C(C)(C)C)C(C)(C)C 2,6-di-tert-butyl-4-methylphenyl-2,6-di-tertbutylphenyl-pentaerythritol diphosphite